ClC1=C(C=CC(=C1)C(F)(F)F)C1=NC(=NO1)CNC(C1=C(C=C(C=C1)Cl)Cl)=O N-((5-(2-chloro-4-(trifluoromethyl)phenyl)-1,2,4-oxadiazol-3-yl)methyl)-2,4-dichlorobenzamide